C(C)C=1C=C(C(=C(C1)O)C1C(CCC(=C1)C)C(=C)C)O 4-ethyl-5'-methyl-2'-(prop-1-en-2-yl)-1',2',3',4'-tetrahydro-[1,1-biphenyl]-2,6-diol